ClC1=C(C=C(C(=C1)S(N[C@H](C)C1CCN(CC1)C)(=O)=O)F)NC(C1=C(C=CC=C1)C)=O (R)-N-(2-chloro-5-fluoro-4-(N-(1-(1-methyl-piperidin-4-yl)ethyl)sulfamoyl)phenyl)-2-methylbenzamide